perfluorolauric acid FC(C(=O)O)(C(C(C(C(C(C(C(C(C(C(F)(F)F)(F)F)(F)F)(F)F)(F)F)(F)F)(F)F)(F)F)(F)F)(F)F)F